t-butyl-((3,4-dihydro-2H-pyran-2-yl)methoxy)diphenylsilane C(C)(C)(C)[Si](C1=CC=CC=C1)(C1=CC=CC=C1)OCC1OC=CCC1